N-(5-CHLORO-2-METHOXYPHENYL)-2-((2-(N-PHENYLSULFAMOYL)PHENYL)AMINO)ACETAMIDE ClC=1C=CC(=C(C1)NC(CNC1=C(C=CC=C1)S(NC1=CC=CC=C1)(=O)=O)=O)OC